N(=[N+]=[N-])CCC1=NN2C(=NC=3C(=CC(=CC3C2=N1)F)OC)NCC1=C(C=C(C=C1)OC)OC 2-(2-azidoethyl)-N-(2,4-dimethoxybenzyl)-9-fluoro-7-methoxy-[1,2,4]triazolo[1,5-c]quinazolin-5-amine